4-oxo-2-octenal O=C(C=CC=O)CCCC